[(4-fluoro-5-{6-[4-fluoro-3-(propan-2-yl)phenyl]-2-(trifluoromethyl)imidazo[1,2-a]pyrazin-3-yl}-1H-indazol-1-yl)methoxy]phosphonic acid FC1=C2C=NN(C2=CC=C1C1=C(N=C2N1C=C(N=C2)C2=CC(=C(C=C2)F)C(C)C)C(F)(F)F)COP(O)(O)=O